O=C1CC2CN(C1C2)C(=O)OCCCC butyl 6-oxo-2-azabicyclo[2.2.1]Heptane-2-carboxylate